(±)-Methyl-6-bromo-4-((tetrahydrofuran-3-yl)oxy)quinoline-2-carboxylate COC(=O)C1=NC2=CC=C(C=C2C(=C1)O[C@H]1COCC1)Br |r|